C(CCCCCCC)OC([C@H](CN)C)=O (S)-beta-aminoisobutyric acid n-octyl ester